C(C)(C)(C)OC(=O)N1C[C@H]([C@H](CC1)O)C |r| (+/-)-Cis-4-hydroxy-3-methylpiperidine-1-carboxylic acid tert-butyl ester